O=C1NC(CCC1N1C(C=2C=NC=C(C2C1)S(=O)(=O)Cl)=O)=O 2-(2,6-dioxopiperidin-3-yl)-3-oxo-2,3-dihydro-1H-pyrrolo[3,4-c]pyridine-7-sulfonyl chloride